FC=1C(=C(C#N)C=C(C1)F)OC1COCC1 3,5-difluoro-2-((tetrahydrofuran-3-yl)oxy)benzonitrile